cis-7-methyl-1,3-diazaspiro[4.6]undecane-2,4-dione CC1CC2(C(NC(N2)=O)=O)CCCC1